BrN1C2(N3C(=C(C=CC3=O)Cl)C1=O)C(CC2)(C)C bromo-8'-chloro-2,2-dimethyl-2'H-spiro[cyclobutane-1,3'-imidazo[1,5-a]pyridine]-1',5'-dione